methyl 2-((3-(benzyloxy)-7-bromo-1-fluoronaphthalen-2-yl)amino)acetate C(C1=CC=CC=C1)OC=1C(=C(C2=CC(=CC=C2C1)Br)F)NCC(=O)OC